C(C=C)OC(=O)CC[C@@H]1CN=C(S1)[C@H]([C@H](C[C@@H](C[C@@H](C(C)(C)C)OC(=O)C1N(CCC1)C(=O)O)C)O)C Pyrrolidine-1,2-dicarboxylic acid (2S)-2-{(1S,3S,5S,6S)-6-[(5R)-5-(2-allyloxycarbonylethyl)-4,5-dihydro-thiazol-2-yl]-1-tert-butyl-5-hydroxy-3-methylhept-1-yl}ester